C(C)N(C(OC(C)(C)C)=O)[C@@H]1CN(CC1)C1=CC=C2C(=N1)SC(=C2)C(NC=2C=C(C=1N(C2)C=C(N1)C)F)=O tert-butyl N-ethyl-N-[(3S)-1-[2-[(8-fluoro-2-methyl-imidazo[1,2-a]pyridin-6-yl)carbamoyl]thieno[2,3-b]pyridin-6-yl]pyrrolidin-3-yl]carbamate